CN(C1=CC=CC=C1)C1=NN=C2N1C1=CC=C(C=C1C=N2)C(=O)N (methyl-(phenyl)amino)-[1,2,4]triazolo[4,3-a]quinazoline-7-carboxamide